O1C=CC2=C1C1=C(C3=C2C=CC=C3)C=CC=C1 dibenzobenzofuran